(Z)-1-[N-(3-ammoniopropyl)-N-(n-propyl)amino]-diazen-1-ium-1,2-diolate [NH3+]CCCN(CCC)/[N+](=N/[O-])/[O-]